FC1=C(C(=CC(=C1)OC)F)N1C(=NC(=C1)C1CC(C1)NS(=O)(=O)C)NC(C1=CC=C(C=C1)OC(F)F)=O N-[1-(2,6-difluoro-4-methoxyphenyl)-4-(3-methanesulfonamidocyclobutyl)-1H-imidazol-2-yl]-4-(difluoromethoxy)benzamide